C(C)C(CCCCCCCCCCC)[NH-] (ethyl-dodecyl)amide